ClC=1C(=NC(=NC1)NC1=C(C=C2CCN(CC2=C1)C)OC)N1C=CC2=CC=CC=C12 N-(5-chloro-4-(1H-indol-1-yl)pyrimidin-2-yl)-6-methoxy-2-methyl-1,2,3,4-tetrahydroisoquinolin-7-amine